O1C=C(C2=C1C=CC=C2)N2CC(C=CC2)C (benzofuran-3-yl)-3-methyl-1,2,3,6-tetrahydropyridine